tert-butyl (E)-8,8-difluoro-6-(4-methoxy-4-carbonylbut-2-en-1-yl)-2,6-diazaspiro[3.4]octane-2-carboxylate FC1(CN(CC12CN(C2)C(=O)OC(C)(C)C)C\C=C\C(=C=O)OC)F